Cl(=O)(=O)(=O)[O-].C1(=CC=CC=C1)N1C=[NH+]C=C1 N-(phenyl)-imidazolium perchlorate